N(=[N+]=[N-])CC1=CC=C(C=C1)[NH3+] [4-(Azidomethyl)phenyl]ammonium